4-((3-(2,3-difluoro-4-methoxyphenyl)imidazo[1,2-a]pyrazin-8-yl)amino)-N-((R)-1-((2S,4R)-4-hydroxypyrrolidine-2-carbonyl)pyrrolidin-3-yl)-2-methylbenzamide FC1=C(C=CC(=C1F)OC)C1=CN=C2N1C=CN=C2NC2=CC(=C(C(=O)N[C@H]1CN(CC1)C(=O)[C@H]1NC[C@@H](C1)O)C=C2)C